CC1(C=CC=C1)[Ir-]C1=CCCC=CCC1 (methylcyclopentadienyl)(1,5-cyclooctadienyl)iridium (I)